N-(4-(3-amino-6-(4-isobutyrylpiperazin-1-yl)-1-methyl-1H-pyrazolo[3,4-b]pyridin-4-yl)phenyl)-4-ethoxy-1-(4-fluorophenyl)-2-oxo-1,2-dihydropyridine-3-carboxamide NC1=NN(C2=NC(=CC(=C21)C2=CC=C(C=C2)NC(=O)C=2C(N(C=CC2OCC)C2=CC=C(C=C2)F)=O)N2CCN(CC2)C(C(C)C)=O)C